(R)-7-(8-ethynyl-7-fluoro-3-(trifluoromethyl)naphthalen-1-yl)-8-fluoro-N-methyl-2-(4-methylpiperazin-1-yl)-N-(pyrrolidin-2-ylmethyl)pyrido[4,3-d]pyrimidin-4-amine C(#C)C=1C(=CC=C2C=C(C=C(C12)C1=C(C=2N=C(N=C(C2C=N1)N(C[C@@H]1NCCC1)C)N1CCN(CC1)C)F)C(F)(F)F)F